FC1=C(C(=CC=C1)F)C1=CC(=CC=C1)NC1=NC=NC2=CC(=C(C=C12)NC(C=C)=O)OCCCN1C[C@H](CC1)N(C)C (S)-N-(4-((2',6'-difluoro-[1,1'-biphenyl]-3-yl)amino)-7-(3-(3-(dimethylamino)pyrrolidin-1-yl)propoxy)quinazolin-6-yl)acrylamide